trans-2-decene-1,10-dicarboxylic acid C(\C=C\CCCCCCCC(=O)O)C(=O)O